[Cu]C#N.C(C1=CC=CC=C1)N(C1=CC=C2CCCC3(CC=4N=C(N=C(C4CO3)N3CCOCCC3)SC)C2=C1C#N)CC1=CC=CC=C1 7-(Dibenzylamino)-2'-(methylthio)-4'-(1,4-oxazepan-4-yl)-3,4,5',8'-tetrahydro-2H-spiro[naphthalene-1,7'-pyrano[4,3-d]pyrimidine]-8-carbonitrile Copper(I) cyanide